ClC=1SC(=CN1)CNC(COC1=CC=C2C(=NN(C2=C1)C)C1C(NC(CC1)=O)=O)=O N-((2-chlorothiazol-5-yl)methyl)-2-((3-(2,6-dioxopiperidin-3-yl)-1-methyl-1H-indazol-6-yl)oxy)acetamide